ClC=1C=C(C(=NC1)OC)S(=O)(=O)NC=1C(=C(C(=CC1)F)C1=CC=C2C(=NNC2=C1F)C(=O)NC1CC1)F 6-[3-(5-Chloro-2-methoxypyridine-3-sulfonamido)-2,6-difluorophenyl]-N-cyclopropyl-7-fluoro-1H-indazole-3-carboxamide